BrC=1C=C(C=CC1)C1(CC(C1)C)C(=O)NNC(NC)=S 1-(3-bromophenyl)-3-methyl-N-[(methylcarbamothioyl)amino]cyclobutane-1-carboxamide